1-(4-(6-(3,5-dimethoxyphenyl)-2-phenylimidazo[1,2-a]pyridin-8-yl)phenyl)ethane-1-one COC=1C=C(C=C(C1)OC)C=1C=C(C=2N(C1)C=C(N2)C2=CC=CC=C2)C2=CC=C(C=C2)C(C)=O